ethyl 2-[(5-chloropyridin-2-yl)amino]-2-oxoacetate ClC=1C=CC(=NC1)NC(C(=O)OCC)=O